ClC1=CC=C(C=C1)[C@H](C(=O)N1CCN(CC1)C1=CC=C(C=N1)C=1C=2N(C=C(C1)OC[C@@H](C)O)N=CC2C#N)O 4-(6-(4-((R)-2-(4-chlorophenyl)-2-hydroxyacetyl)piperazin-1-yl)pyridin-3-yl)-6-((R)-2-hydroxypropoxy)pyrazolo[1,5-a]pyridine-3-carbonitrile